rel-(1R,6S)-N-ethyl-8,8-dioxo-1-({[(CIS)-4-phenylcyclohexyl]oxy}methyl)-11-oxa-8λ6-thia-2,7-diazaspiro[5.6]dodecane-2-carboxamide C(C)NC(=O)N1[C@H]([C@]2(CCC1)NS(CCOC2)(=O)=O)CO[C@@H]2CC[C@@H](CC2)C2=CC=CC=C2 |o1:6,7|